(S,Z)-1-((5-chloro-3'-(pyridin-2-ylmethoxy)-[1,1'-biphenyl]-2-yl)sulfonyl)-4-fluoro-N-(4-(methylsulfonyl)but-3-en-2-yl)piperidine-4-carboxamide ClC=1C=CC(=C(C1)C1=CC(=CC=C1)OCC1=NC=CC=C1)S(=O)(=O)N1CCC(CC1)(C(=O)N[C@@H](C)\C=C/S(=O)(=O)C)F